5-(morpholinomethyl)benzoic acid O1CCN(CC1)CC=1C=CC=C(C(=O)O)C1